NC=1C2=C(N=CN1)N(N=N2)C2CC(C1(CC21)CO)O 4-(7-amino-3H-1,2,3-triazolo[4,5-d]pyrimidin-3-yl)-2-hydroxy-bicyclo[3.1.0]hexane-1-methanol